C(C)(C)(C)OC(C=C)=O tert.Butylacrylat